3-((1-(2-chlorophenyl)-7-cyclopropyl-2-oxo-1,2-dihydroquinazolin-4-yl)amino)-N-methylpropane-1-sulfonamide ClC1=C(C=CC=C1)N1C(N=C(C2=CC=C(C=C12)C1CC1)NCCCS(=O)(=O)NC)=O